ClC1=C(C=CC=2C(N3[C@@H](CNC21)CN(CC3)C(C=C)=O)=O)C3=C2C=NNC2=CC=C3C (12aS)-10-chloro-9-(5-methyl-1H-indazol-4-yl)-2-(prop-2-enoyl)-1,3,4,11,12,12a-hexahydropyrazino[2,1-c][1,4]benzodiazepine-6(2H)-one